7-(8-ethynyl-7-fluoro-3-hydroxynaphthalen-1-yl)pyrido[3,4-d]Pyrimidin-8(7H)-one C(#C)C=1C(=CC=C2C=C(C=C(C12)N1C(C=2N=CN=CC2C=C1)=O)O)F